ClC=1C(=C(C=CC1)C1=NN(C=N1)C)OC 3-(3-chloro-2-methoxyphenyl)-1-methyl-1H-1,2,4-triazole